O=C1N(CCC(N1)=O)C1=NN(C2=CC(=CC=C12)C1CCN(CC1)CC1(CCNCC1)C#N)C 4-((4-(3-(2,4-dioxotetrahydropyrimidin-1(2H)-yl)-1-methyl-1H-indazol-6-yl)piperidin-1-yl)methyl)-piperidine-4-carbonitrile